OC1=C(OC=2C3=C(C=CC2C1=O)OC(O3)(C3=CC=CC=C3)C3=CC=CC=C3)C3=CC=C(C=C3)CCCN(CCN3CCCCC3)C 7-Hydroxy-8-(4-(3-(methyl(2-(piperidin-1-yl)ethyl)amino)propyl)phenyl)-2,2-diphenyl-6H-[1,3]dioxolo[4,5-h]chromen-6-one